FC=1C=C(C=C(C1)F)C1=NC(=C2N1C=CC(=C2C)S(=O)(=O)C)C=O 3-(3,5-Difluorophenyl)-8-methyl-7-(methylsulfonyl)imidazo[1,5-a]pyridine-1-carbaldehyde